FC(C(CCCC1=CC=C(C=C1)F)=O)F 1,1-difluoro-5-(4-fluorophenyl)pentan-2-one